N[C@@H]1CN(CC[C@H]1F)C1=NC2=C(N1C1C(N(CC1)C)=O)C=C(C(=C2)F)F 3-(2-((3r,4r)-3-amino-4-fluoropiperidin-1-yl)-5,6-difluoro-1H-benzo[d]imidazol-1-yl)-1-methylpyrrolidin-2-one